COC1=NC(=NC(=C1)OC)NC(=O)S(=O)(=O)C1=C(C=NN1C)C(=O)O 5-[(4,6-dimethoxypyrimidine-2-yl-carbamoyl)sulfonyl]-1-methylpyrazole-4-carboxylic acid